3-(1'-((1-(4-chlorobenzyl)-1H-pyrazol-4-yl)methyl)-6-oxo-6,8-dihydro-2H,7H-spiro[furo[2,3-e]isoindole-3,4'-piperidin]-7-yl)piperidine-2,6-dione ClC1=CC=C(CN2N=CC(=C2)CN2CCC3(CC2)COC2=C4CN(C(C4=CC=C23)=O)C2C(NC(CC2)=O)=O)C=C1